C1(CC1)S(=O)(=O)C1(CC1)CN1C(C2=C(CC1)C(=NN2C)C=2N=NN(C2)CC2=CC=C(C#N)C=C2)=O 4-((4-(6-((1-(Cyclopropylsulfonyl)cyclopropyl)methyl)-1-methyl-7-oxo-4,5,6,7-tetrahydro-1H-pyrazolo[3,4-c]pyridin-3-yl)-1H-1,2,3-triazol-1-yl)methyl)benzonitrile